(6-(2,6-dichloro-3,5-dimethoxyphenyl)-4,5,6,7-tetrahydro-1H-indazol-3-yl)methylamine ClC1=C(C(=C(C=C1OC)OC)Cl)C1CCC=2C(=NNC2C1)CN